C(C)(C)(C)C1=NC=CC=N1 2-tert-butylpyrimidin